FC(OC1=CC=CC(=N1)NC1=CC(=NC=C1C1=NC=NC=C1)NC(C)=O)F N-(4-((6-(difluoromethoxy)pyridin-2-yl)amino)-5-(pyrimidin-4-yl)pyridin-2-yl)acetamide